3,3-difluoro-4-(4-fluorophenyl)-4-((triethylsilyl)oxy)pentanoic acid FC(CC(=O)O)(C(C)(O[Si](CC)(CC)CC)C1=CC=C(C=C1)F)F